ClC1=C(C(=CC=C1C)Cl)N1CCCN(S1(=O)=O)CC(=O)NC1C2CC3(CC(CC1C3)C2)C(=O)N 4-(2-(6-(2,6-dichloro-3-methylphenyl)-1,1-dioxido-1,2,6-thiadiazinan-2-yl)acetamido)adamantan-1-carboxamide